3-(2-methoxyethoxy)pyridine-2-carbonitrile COCCOC=1C(=NC=CC1)C#N